CN1CCC(CC1)C(=O)OCC1=C(C=CC(=C1)OCCCCCCCCCCCCCCCCCC(=O)[O-])OCCCCCCCCCCCCCCCCCC(=O)[O-] ((2-(((1-methylpiperidine-4-carbonyl)oxy)methyl)-1,4-phenylene)bis(oxy))bis(octane-8,1-diyl)bis(decanoate)